N-((2-(4-((1-methylpiperidin-4-yl)methoxy)phenyl)thiazol-5-yl)methyl)-11-oxo-10,11-dihydrodibenzo[b,f][1,4]thiazepine-8-carboxamide 5,5-dioxide hydrochloride Cl.CN1CCC(CC1)COC1=CC=C(C=C1)C=1SC(=CN1)CNC(=O)C1=CC2=C(S(C3=C(C(N2)=O)C=CC=C3)(=O)=O)C=C1